4-((6-(5-cyano-[1,2,4]triazolo[4,3-a]pyridin-3-yl)pyridin-3-yl)amino)-1-(2,6-dichlorophenyl)-1H-pyrazole-3-carboxamide C(#N)C1=CC=CC=2N1C(=NN2)C2=CC=C(C=N2)NC=2C(=NN(C2)C2=C(C=CC=C2Cl)Cl)C(=O)N